4-[[3-[2,3-difluoro-4-(2-pyridyloxy)phenyl]imidazo[1,2-a]pyrazin-8-yl]amino]-2-ethyl-N-[4-[(3S)-3-(hydroxymethyl)piperazin-1-yl]-4-oxo-butyl]benzamide FC1=C(C=CC(=C1F)OC1=NC=CC=C1)C1=CN=C2N1C=CN=C2NC2=CC(=C(C(=O)NCCCC(=O)N1C[C@H](NCC1)CO)C=C2)CC